C(CCC)C1(OC2=C(C(=N1)C1=CN=C3N1N=CC(=C3)C)C=CC=C2Cl)C 2-butyl-8-chloro-2-methyl-4-(7-methylimidazo[1,2-b]pyridazin-3-yl)-2H-benzo[e][1,3]oxazine